1,12-dioxo-5,8-dioxa-2,11-diazahexadecane-16-oic acid ethyl ester C(C)OC(CCCC(NCCOCCOCCNC=O)=O)=O